6-[[(3R)-1-Ethyl-3-piperidyl]amino]-3-[2-hydroxy-6-methyl-4-(trifluoromethyl)phenyl]-4-methyl-1,2,4-triazin-5-one C(C)N1C[C@@H](CCC1)NC=1C(N(C(=NN1)C1=C(C=C(C=C1C)C(F)(F)F)O)C)=O